C1(=CC=CC=C1)P(=CC(=O)OC(C)(C)C)(C1=CC=CC=C1)C1=CC=CC=C1 tert-butyl 2-(triphenylphosphaneylidene)acetate